NCCCCCNCCC aminopentylpropylamine